N-([1,3]thiazolo[5,4-b]pyridin-2-yl)-1,2,3,4-tetrahydroisoquinoline-8-carboxamide N1=C(SC2=NC=CC=C21)NC(=O)C=2C=CC=C1CCNCC21